6-chloro-8-[(1S,2S)-[2-(cyclopropylmethyl)indazol-6-yl]cyclopropyl]imidazo[1,2-b]pyridazine ClC=1C=C(C=2N(N1)C=CN2)C2(CC2)C=2C=CC1=CN(N=C1C2)CC2CC2